CP(C1=C2N=CC=NC2=CC=C1NC=1C2=C(N=C(N1)NC1=CC(=C(C=3CCOC31)N3CCN(CC3)C)C)NC=C2)(C)=O dimethyl-(6-((2-((5-methyl-4-(4-methylpiperazin-1-yl)-2,3-dihydrobenzo-furan-7-yl)amino)-7H-pyrrolo[2,3-d]pyrimidin-4-yl)amino)quinoxalin-5-yl)phosphine oxide